1-methyl-4-pentenylmethyldiethoxysilane CC(CCC=C)[Si](OCC)(OCC)C